CC(C)(OC(=O)[C@](N)(CCCCNC(=O)OCC1=CC=CC=C1)C(=O)O)C 2-[(1,1-Dimethylethoxy)carbonyl]-N6-[(phenylmethoxy)carbonyl]-L-lysine